methylsulfanyl-4-(oxetan-3-yl)pyrimidine CSC1=NC=CC(=N1)C1COC1